COCCOCCOCCN1OC2=C3C(=C(C=C2CO1)C(=O)O)C(=CC=C3)C(=O)O 2-(2-(2-(2-methoxyethoxy)ethoxy)ethyl)-1,3-dioxa-2,3-dihydro-1H-benzisoquinoline-6,7-dicarboxylic acid